CN(C1CCC(CC1)NC1=NC=2N(C(C(=NC2C=N1)C1=CC(=C(C=C1)NS(=O)(=O)CC1CC12CC2)F)=O)C(C)C)C N-[4-[2-[[4-(dimethyl-amino)cyclohexyl]-amino]-8-isopropyl-7-oxo-pteridin-6-yl]-2-fluoro-phenyl]-1-spiro-[2.2]pentan-2-yl-methanesulfonamide